((2S,4R,5R)-4-acetoxy-5-(2-amino-8-oxo-7-(pyridin-3-ylmethyl)-7,8-dihydro-9H-purin-9-yl)tetrahydrofuran-2-yl)methylacetat C(C)(=O)O[C@@H]1C[C@H](O[C@H]1N1C2=NC(=NC=C2N(C1=O)CC=1C=NC=CC1)N)COC(C)=O